C(=O)C1=CC=C(C=C1)N1CC(C1)C(=O)O 1-(4-formylphenyl)azetidine-3-carboxylic acid